N6-{N2-[(1r,4S)-4-(aminomethyl)cyclohexane-1-carbonyl]-N6-(pyridine-3-carbonyl)-L-lysyl}-N2-{[(1S)-1,3-dicarboxypropyl]carbamoyl}-L-lysine NCC1CCC(CC1)C(=O)N[C@@H](CCCCNC(=O)C=1C=NC=CC1)C(=O)NCCCC[C@H](NC(N[C@@H](CCC(=O)O)C(=O)O)=O)C(=O)O